6,7-dimethoxy-9-(2-((2-methylbutyl)amino)pyrimidin-5-yl)naphtho[2,3]furan COC=1C(=CC2=C(C3=C(C=CO3)C=C2C1)C=1C=NC(=NC1)NCC(CC)C)OC